N1=CC=CC=2CN(CCC12)C1=C(C=CCN1CC1=CN=CS1)C 6-(7,8-dihydro-5H-1,6-naphthyridin-6-yl)-5-methyl-N-(thiazol-5-ylmethyl)pyridine